(5-Cyanoquinolin-6-yl)boronic acid C(#N)C1=C2C=CC=NC2=CC=C1B(O)O